tetrabutylammonium octadecyl-succinate C(CCCCCCCCCCCCCCCCC)C(C(=O)[O-])CC(=O)[O-].C(CCC)[N+](CCCC)(CCCC)CCCC.C(CCC)[N+](CCCC)(CCCC)CCCC